COC=1C=C(CN2C(N3C(C4=C2C=C(C=N4)N4CCOCC4)=NC(C3)(C)C)=O)C=C(C1)OC 6-(3,5-dimethoxybenzyl)-2,2-dimethyl-8-(morpholin-4-yl)-2,6-dihydroimidazo[1,2-c]pyrido[2,3-e]pyrimidin-5(3H)-one